N1=CC=C(C=C1)S(=O)(=O)N1CC(CCC1)C=O (1-(pyridin-4-ylsulfonyl)piperidin-3-yl)methanone